(dimethylamino)-6-ethyl-pyrazine-2-carboxamide CN(C)C=1C(=NC(=CN1)CC)C(=O)N